N-(5-(2-hydroxyethyl)-4-methylthiazol-2-yl)pyridazine-3-carboxylic acid amide OCCC1=C(N=C(S1)NC(=O)C=1N=NC=CC1)C